2-[[(1R)-1-[2-(3,4-Difluorophenyl)-3,6-dimethyl-4-oxo-chromen-8-yl]ethyl]amino]benzoic acid FC=1C=C(C=CC1F)C=1OC2=C(C=C(C=C2C(C1C)=O)C)[C@@H](C)NC1=C(C(=O)O)C=CC=C1